Cl.Cl.F[C@H]1CN(CC1)C1CCC(CC1)N (1S,4s)-4-((R)-3-fluoropyrrolidin-1-yl)cyclohexan-1-amine 2HCl